BrC1=C(C=CC=C1)CCNCC[C@]1(CCOC2(CCCC2)C1)C1=NC=CC=C1 [2-(2-bromophenyl)ethyl]({2-[(9R)-9-(pyridin-2-yl)-6-oxaspiro[4.5]decan-9-yl]ethyl})amine